1-(cyclopropylmethyl)-5-[4-(2,4-difluoro-phenoxy)-1-(methylsulfonyl-methyl)-6-oxopyridin-3-yl]-3-methylpyridin-2-one C1(CC1)CN1C(C(=CC(=C1)C1=CN(C(C=C1OC1=C(C=C(C=C1)F)F)=O)CS(=O)(=O)C)C)=O